C(CCCCCCCCCCCCC)[Si](OC)(OC)C(C(C)C)(C)C n-tetradecyl-1,1,2-trimethylpropyldimethoxysilane